(S)-5-(((tert-butyldiphenylsilyl)oxy)methyl)dihydrofuran-2(3H)-one [Si](C1=CC=CC=C1)(C1=CC=CC=C1)(C(C)(C)C)OC[C@@H]1CCC(O1)=O